(R)-4-(4-chloro-6-(2-ethylpiperidin-1-yl)pyridinamido)-2-fluorobenzoic acid ClC1=CC(=NC(=C1)N1[C@@H](CCCC1)CC)C(=O)NC1=CC(=C(C(=O)O)C=C1)F